C1(CCCC1)=CC1=CC=C(C=C1)C1=NC(=C(C(=N1)C)C(=O)OC)C methyl 2-(4-(cyclopentylidenemethyl) phenyl)-4,6-dimethylpyrimidine-5-carboxylate